ClC1=C(COC=2C(=NC=C(C2)C2=CC=C(C=C2)C(F)(F)F)N)C(=CC=C1)Cl 3-(2,6-dichloro-benzyloxy)-5-(4-trifluoromethyl-phenyl)-pyridin-2-ylamine